(1'S,3'R,4'S)-6'-bromo-8-(difluoromethoxy)-3',5'-difluoro-6-(trifluoromethyl)-3',4'-dihydro-2'H,3H-spiro[imidazo[1,2-a]pyridine-2,1'-naphthalene]-4'-ol BrC=1C(=C2[C@@H]([C@@H](C[C@@]3(C2=CC1)N=C1N(C=C(C=C1OC(F)F)C(F)(F)F)C3)F)O)F